methyl (S)-4-(5-amino-4-((((4-fluorophenyl)methyl-d2)sulfonyl)oxy)-3-oxo-2,3-dihydrofuran-2-yl-2-d)-2-fluorobenzoate NC1=C(C([C@](O1)([2H])C1=CC(=C(C(=O)OC)C=C1)F)=O)OS(=O)(=O)C([2H])([2H])C1=CC=C(C=C1)F